2,3-dihydro-benzo[1,4]dioxine-6-carboxylic acid [2-(6-oxa-1-aza-spiro[3.3]hept-1-yl)-benzooxazol-5-yl]-amide N1(CCC12COC2)C=2OC1=C(N2)C=C(C=C1)NC(=O)C1=CC2=C(OCCO2)C=C1